C(C)(C)NC(COCC(C)NC(C)C)C bis-(2-isopropylaminopropyl)ether